monoammonium cysteine hydrochloride Cl.N[C@@H](CS)C(=O)O.[NH4+]